FC1=C(C=O)C(=CC(=C1)C=1SC=CC1)F 2,6-difluoro-4-(thiophen-2-yl)benzaldehyde